N3-(2-hydroxyethyl)-N'-cyanoguanidine OCCN(C(N)=N)C#N